ClC=1N=NC(=CC1N1CCN(CC1)CC=1C=C2C(N(C(C2=CC1)=O)C1C(NC(CC1)=O)=O)=O)Cl 5-((4-(3,6-dichloropyridazin-4-yl)piperazin-1-yl)methyl)-2-(2,6-dioxopiperidin-3-yl)isoindoline-1,3-dione